FC1=CC=C(C=C1)C1=NN(C=C1CNC1=C(C(=O)O)C=CN=C1)C1=CC=CC=C1 3-(((3-(4-fluorophenyl)-1-phenyl-1H-pyrazol-4-yl)methyl)amino)isonicotinic acid